heptadecan-9-yl 8-((2-(1-(2-hydroxyethyl)-1H-pyrazol-4-yl)ethyl)(8-oxo-8-(undecyloxy)octyl)amino)octanoate OCCN1N=CC(=C1)CCN(CCCCCCCC(=O)OC(CCCCCCCC)CCCCCCCC)CCCCCCCC(OCCCCCCCCCCC)=O